ClCC1=NC2=C(N1C[C@H]1OCC1)C=C(C=C2OC)C(=O)OC (S)-methyl 2-(chloromethyl)-4-methoxy-1-(oxetan-2-ylmethyl)-1H-benzo[d]imidazole-6-carboxylate